FC=1C=C2C(=NC1)NC=C2NC(=O)NC2CCC(CC2)OC2=NC=C(C=C2)C(F)(F)F 1-(5-fluoro-1H-pyrrolo[2,3-b]pyridin-3-yl)-3-((1r,4r)-4-((5-(trifluoromethyl)pyridin-2-yl)oxy)cyclohexyl)urea